C(#N)C1(CC1)C=1C=C(C=CC1)NC(C1=CN=C(C(=C1)NC1=NC=CC=C1C1=C2N=CN(C2=NC=N1)C1OCCCC1)C)=O N-(3-(1-cyanocyclopropyl)phenyl)-6-methyl-5-((3-(9-(tetrahydro-2H-pyran-2-yl)-9H-purin-6-yl)pyridin-2-yl)amino)nicotinamide